BrCC1=NC2=C(C=CC=C2C=C1)C(F)(F)F (bromomethyl)-8-(trifluoromethyl)quinoline